t-octyl 2-acetylbenzoate C(C)(=O)C1=C(C(=O)OC(C)(C)CC(C)(C)C)C=CC=C1